N1(CCOCC1)C1=NC(=NC=C1)NC1=NC=NC2=CC(=C(C=C12)NC(CCC(=O)OC)=O)OC methyl 4-((4-((4-morpholinylpyrimidin-2-yl) amino)-7-methoxyquinazolin-6-yl) amino)-4-oxobutanoate